3-[4-(1-isopropoxyethoxy)phenyl]propionic acid C(C)(C)OC(C)OC1=CC=C(C=C1)CCC(=O)O